ClC=1C=C(C=CC1C(=O)N1CCN(CC1)C(=O)C1CC[N+](CC1)(C)C)NC(=O)C=1N(C(=CN1)C1=CC=C(C=C1)C=1C(=NN(C1C)CCOC)C)C N-[3-chloro-4-[4-(1,1-dimethylpiperidin-1-ium-4-carbonyl)piperazine-1-carbonyl]phenyl]-5-[4-[1-(2-methoxyethyl)-3,5-dimethyl-pyrazol-4-yl]phenyl]-1-methyl-imidazole-2-carboxamide